(Z)-3-((tert-butylamino)methylene)-2-(1H-indol-1-yl)-6-isopropylbenzene C(C)(C)(C)N\C=C\1/C(C=C(C=C1)C(C)C)N1C=CC2=CC=CC=C12